4-((S)-2-Azido-1-methoxypropan-2-yl)-6-chloro-1-(cis-3-(ethylsulfonyl)cyclobutoxy)-2,7-naphthyridine N(=[N+]=[N-])[C@@](COC)(C)C1=CN=C(C2=CN=C(C=C12)Cl)O[C@@H]1C[C@@H](C1)S(=O)(=O)CC